N-(benzhydryl)-2-(4-(trifluoromethyl)benzyl)benzo[d]thiazol-6-amine C(C1=CC=CC=C1)(C1=CC=CC=C1)NC1=CC2=C(N=C(S2)CC2=CC=C(C=C2)C(F)(F)F)C=C1